(6-(difluoromethyl)-5-fluoropyridin-2-yl)((4S,5S)-3,3,7,7-tetrafluoro-4-hydroxy-1-azaspiro[4.4]nonan-1-yl)methanone FC(C1=C(C=CC(=N1)C(=O)N1CC([C@H]([C@]12CC(CC2)(F)F)O)(F)F)F)F